C=CN1CCN(C1=O)C=C N,N'-divinylethyleneurea